Ethyl-5-(2-methoxyphenyl)-2-(4-(trifluoromethyl)phenyl)Azole-4-carboxamide C(C)C1=C(NC(=C1C(=O)N)C1=C(C=CC=C1)OC)C1=CC=C(C=C1)C(F)(F)F